CC=1C(=NON1)CC(=O)N1CCC(CC1)N1N=C(N=N1)C1=CC=C(C=C1)C 2-(4-methyl-1,2,5-oxadiazol-3-yl)-1-(4-(5-(p-tolyl)-2H-tetrazol-2-yl)piperidin-1-yl)ethan-1-one